1-methyl-3-[tris-(trimethylsiloxy)]silylpropyl-imidazolium chloride [Cl-].CC(CC[Si](O[Si](C)(C)C)(O[Si](C)(C)C)O[Si](C)(C)C)C=1NC=C[NH+]1